C(C)(C)(C)OC(=O)NCCOC1=C(C=NN1CC1=CC=C(C=C1)OC)C(=O)OCC ethyl 5-(2-((tert-butoxycarbonyl)amino)ethoxy)-1-(4-methoxybenzyl)-1H-pyrazole-4-carboxylate